(R)-N-(4-(2-amino-1-((3,5-dicyano-6-(dimethylamino)-4-ethylpyridin-2-yl)thio)-2-oxoethyl)phenyl)acrylamide NC([C@H](SC1=NC(=C(C(=C1C#N)CC)C#N)N(C)C)C1=CC=C(C=C1)NC(C=C)=O)=O